2-cyclopropyl-3-(3-(4-(1-methyl-4-(trifluoromethyl)-1H-imidazol-2-yl)benzyl)-1H-pyrazolo[4,3-d]pyrimidin-5-yl)pyridin-4-ol C1(CC1)C1=NC=CC(=C1C=1N=CC2=C(N1)C(=NN2)CC2=CC=C(C=C2)C=2N(C=C(N2)C(F)(F)F)C)O